4-(1H-pyrido[3,2-H]imidazo[5,4-f]quinolin-2-yl)phenol N1C(=NC2=C1C=1C=CC=NC1C1=C2C=CC=N1)C1=CC=C(C=C1)O